S1C=CC2=NC(=CC=C21)CNC(=O)[C@H]2CN(CCC2)C=2C=1C(N=CN2)=NN(C1)C1=CC=C(C=C1)C(F)(F)F (R)-N-(thieno[3,2-b]pyridin-5-ylmethyl)-1-(2-(4-(trifluoromethyl)phenyl)-2H-pyrazolo[3,4-d]pyrimidin-4-yl)piperidine-3-carboxamide